2-(1H-indol-3-yl)-N-(1-(4-methylbenzyl)-2-oxopyrrolidin-3-yl)-2-oxoacetamide N1C=C(C2=CC=CC=C12)C(C(=O)NC1C(N(CC1)CC1=CC=C(C=C1)C)=O)=O